methyl 2-(chloromethyl)-7-fluoro-1-[(2S)-oxetan-2-ylmethyl]-1H-benzimidazole-6-carboxylate ClCC1=NC2=C(N1C[C@H]1OCC1)C(=C(C=C2)C(=O)OC)F